(6-((4,4-difluorocyclohexyl)amino)-2-(3-methyl-1H-pyrazol-1-yl)pyrimidin-4-yl)methanol FC1(CCC(CC1)NC1=CC(=NC(=N1)N1N=C(C=C1)C)CO)F